1-bromo-N-(3,4,5-trifluorophenyl)-5,6-dihydroimidazo[1,5-a]pyrazine-7(8H)-carboxamide BrC=1N=CN2C1CN(CC2)C(=O)NC2=CC(=C(C(=C2)F)F)F